trans-1-carbamoyl-2-oxo-4,5-dihydroxyimidazolidine C(N)(=O)N1C(N[C@H]([C@@H]1O)O)=O